2-((tert-butoxycarbonyl)amino)-3-(4,5-difluoro-1H-indol-7-yl)propanoic acid C(C)(C)(C)OC(=O)NC(C(=O)O)CC=1C=C(C(=C2C=CNC12)F)F